N-(4-([1,4'-bipiperidin]-1'-ylmethyl)phenyl)-4-((3-chlorophenyl)amino)-3-methylbenzamide N1(CCCCC1)C1CCN(CC1)CC1=CC=C(C=C1)NC(C1=CC(=C(C=C1)NC1=CC(=CC=C1)Cl)C)=O